O1C(=CC=C1)OCC(CCCC)ON1C(C2=CC=CC=C2C1=O)=O 2-[1-(furan-2-oxymethyl)-pentyloxy]-isoindole-1,3-dione